C(C)(C)(C)OC(=O)N1C[C@@H]([C@@H](C1)F)OC=1C2=C(N=C(N1)Cl)N(C=C2Cl)COCC[Si](C)(C)C (3S,4R)-3-((2,5-dichloro-7-((2-(trimethylsilyl)ethoxy)methyl)-7H-pyrrolo[2,3-d]pyrimidin-4-yl)oxy)-4-fluoropyrrolidine-1-carboxylic acid tert-butyl ester